N1(CCC1)C1=CC=C2C3(CC=4C(=NOC4C2=C1)NS(=O)(=O)C1=C(C=C(C(=O)NCC)C=C1OC)OC)CC3 4-(N-(8'-(azetidin-1-yl)-4'H-spiro[cyclopropane-1,5'-naphtho[2,1-d]isoxazol]-3'-yl)sulfamoyl)-N-ethyl-3,5-dimethoxybenzamide